C(=O)(O)[C@@H](CC=1C=C(C=CC1)CC(=O)N(CCC=1C=C(C=CC1)C[C@H](C(=O)O)[C@@H]1CNCC1)CCC=1C=C(C=CC1)C[C@H](C(=O)O)[C@@H]1CNCC1)[C@@H]1CNCC1 (2S,2'S)-3,3'-((((2-(3-((S)-2-carboxy-2-((R)-pyrrolidin-3-yl)ethyl)phenyl)acetyl)azanediyl)bis(ethane-2,1-diyl))bis(3,1-phenylene))bis(2-((R)-pyrrolidin-3-yl)propanoic acid)